1-(2,4-dimethyl-5-nitro-phenyl)pyrrolidin-2-one tert-butyl-3-[4-[8-[(1R)-1-[(6-chloro-3-pyridyl)amino]ethyl]-3,6-dimethyl-4-oxo-chromen-2-yl]phenyl]azetidine-1-carboxylate C(C)(C)(C)OC(=O)N1CC(C1)C1=CC=C(C=C1)C=1OC2=C(C=C(C=C2C(C1C)=O)C)[C@@H](C)NC=1C=NC(=CC1)Cl.CC1=C(C=C(C(=C1)C)[N+](=O)[O-])N1C(CCC1)=O